2-(3-ethoxyphenylamino)-4-(phenylamino)pyrimidine-5-carboxamide C(C)OC=1C=C(C=CC1)NC1=NC=C(C(=N1)NC1=CC=CC=C1)C(=O)N